methyl (methylthio) acetate COC(=O)CSC